BrC=1C=C2C=3C=4C=5C(=CC3N(C2=CC1)C1=CC=CC=C1)C=1C(=C2C(=C(C1C5C=CC4)C4=CC=CC=C4)C=CC=C2)C2=CC=CC=C2 5-bromo-8,10,15-triphenyl-8H-benzo[6,7]fluoreno[9,1-bc]carbazole